1-chloro-8-isobutylbenzo[4,5]thieno[2,3-c]pyridine ClC1=NC=CC2=C1SC1=C2C=CC=C1CC(C)C